4-[7-(1-cyano-1-methyl-ethyl)imidazo[1,2-a]pyridin-3-yl]-N-(cyclopropyl-methyl)-2-(difluoromethoxy)-6-methoxy-N-methyl-benzamide C(#N)C(C)(C)C1=CC=2N(C=C1)C(=CN2)C2=CC(=C(C(=O)N(C)CC1CC1)C(=C2)OC)OC(F)F